(R)-3-((2H-[1,2,3]triazolo[4,5-b]pyridin-2-yl)methyl)-2-fluoro-N-(8-methylisoquinolin-1-yl)-N-(piperidin-3-yl)benzamide N=1N(N=C2N=CC=CC21)CC=2C(=C(C(=O)N([C@H]1CNCCC1)C1=NC=CC3=CC=CC(=C13)C)C=CC2)F